C(C)(C)(C)OC(=O)N[C@H](C(C#N)NC1=C(C=C(C=C1)Cl)C(C1=CC=CC=C1)=O)CC1=CNC2=CC=CC=C12 (3S)-3-(tert-Butoxycarbonylamino)-4-(1H-indol-3-yl)-2-((2-benzoyl-4-chlorophenyl)amino)butanenitrile